C1NCC12CN(CC2)C/C=C/C(=O)OC methyl (E)-4-(2,6-diazaspiro[3.4]octan-6-yl)but-2-enoate